ClC1=C(C(=C(C=C1OC)OC)Cl)C1=CC2=C(N=C(N=C2)NC2=C(C=CC=C2C)NC(C=C)=O)C(=N1)OC N-(2-((6-(2,6-dichloro-3,5-dimethoxyphenyl)-8-methoxypyrido[3,4-d]pyrimidin-2-yl)amino)-3-methyl-phenyl)acrylamide